tert-butyl (3-bromopropyl)(phenethyl)carbamate BrCCCN(C(OC(C)(C)C)=O)CCC1=CC=CC=C1